ClC=1C=C(C=C2C=NN(C12)CCN(C)C)NC1=NC=CC(=N1)C1=CN(C2=CC=CC=C12)S(=O)(=O)CC 7-chloro-1-(2-(dimethylamino)ethyl)-N-(4-(1-(ethanesulfonyl)-1H-indol-3-yl)pyrimidin-2-yl)-1H-indazol-5-amine